methyl 7-bromo-6-chloro-3-(3-methoxy-3-oxopropyl)-1H-indole-2-carboxylate BrC=1C(=CC=C2C(=C(NC12)C(=O)OC)CCC(=O)OC)Cl